5-[(8aS)-hexahydro-1H-pyrrolo[1,2-a]pyrazin-2-yl]-N-[8-fluoro-2-methylimidazo[1,2-a]pyridin-6-yl]cinnoline-8-carboxamide C1[C@H]2N(CCN1C1=C3C=CN=NC3=C(C=C1)C(=O)NC=1C=C(C=3N(C1)C=C(N3)C)F)CCC2